CC1=C(C=C(C=C1)C1=CC=CC=C1)S(=O)(=O)C(C)C 4-methyl-3-[(1-methylethyl)sulfonyl]-1,1'-biphenyl